ON\C(=N/[H])\C1CCC(CC1)C(=O)OC methyl (1r,4r)-4-((Z)-N-hydroxycarbamimidoyl)cyclohexane-1-carboxylate